1-Methyl-2-(6-trifluoromethyl-benzothiazol-2-ylamino)-1H-benzimidazole-5-carboxylic acid (2-morpholin-4-yl-2-oxo-ethyl)-amide N1(CCOCC1)C(CNC(=O)C1=CC2=C(N(C(=N2)NC=2SC3=C(N2)C=CC(=C3)C(F)(F)F)C)C=C1)=O